O1CC(C1)C1=CC(=NN1)NC1=CN=CC(=N1)O[C@@H]([C@@H](C)O)C (2R,3R)-3-((6-((5-(oxetan-3-yl)-1H-pyrazol-3-yl)amino)pyrazin-2-yl)oxy)butan-2-ol